NC1=CC=C(CCN2[C@@H](O[C@@H](C2=O)C)C=2C(=NN(C2)C2=CC=C(C=C2)Br)C2=NC=C(C=C2)F)C=C1 (2S,5R)-3-(4-Aminophenethyl)-2-(1-(4-bromophenyl)-3-(5-fluoropyridin-2-yl)-1H-pyrazol-4-yl)-5-Methyloxazolidin-4-one